[Cl-].C(C1=CC=CC=C1)[NH2+]CC1=C(C=C(C=C1OC)OC)\C=C\C1=CC=C(C=C1)OCCCC (E)-N-benzyl-1-(2-(4-butoxystyryl)-4,6-dimethoxyphenyl)methylammonium chloride salt